Sulfilimin [SH2]=N